(1R,2S)-2-((R)-5H-imidazo[5,1-a]isoindol-5-yl)-6-(methylsulfonyl)-1,2,3,4-tetrahydronaphthalen-1-ol C=1N=CN2C1C1=CC=CC=C1[C@H]2[C@H]2[C@H](C1=CC=C(C=C1CC2)S(=O)(=O)C)O